CC1=NNC=C1C1CNCC1 3-methyl-4-(pyrrolidin-3-yl)-1H-pyrazole